C(C)(C)(C)OC(=O)N1CCC(=CC1)[Sn](CCCC)(CCCC)CCCC 4-tributylstannyl-3,6-dihydro-2H-pyridine-1-carboxylic acid tert-butyl ester